N-((2-methoxy-5-(3-methyloxetan-3-yl)phenyl)sulfonyl)-5-(pyridin-2-yl)quinoline-2-carboxamide COC1=C(C=C(C=C1)C1(COC1)C)S(=O)(=O)NC(=O)C1=NC2=CC=CC(=C2C=C1)C1=NC=CC=C1